F[C@@H]1CN(CC[C@H]1NC1=NC=C(C(=N1)C=1N=CN(C1)CC(C)(O)C)C(F)(F)F)S(=O)(=O)C1=NN(C=C1)C 1-(4-(2-(((3R,4R)-3-Fluoro-1-((1-methyl-1H-pyrazol-3-yl)sulfonyl)piperidin-4-yl)amino)-5-(trifluoromethyl)pyrimidin-4-yl)-1H-imidazol-1-yl)-2-methylpropan-2-ol